N1C(=CC2=CC=CC=C12)CNC(=O)[C@@H]1CN(CCC1)C=1C=2C(N=CN1)=NN(C2)C2=CC(=C(C=C2)C)F (S)-N-((1H-indol-2-yl)methyl)-1-(2-(3-fluoro-4-methylphenyl)-2H-pyrazolo[3,4-d]pyrimidin-4-yl)piperidine-3-carboxamide